2-cyano-7-(2-cyanophenyl)isoindoline-5-carboxylic acid amide C(#N)N1CC2=C(C=C(C=C2C1)C(=O)N)C1=C(C=CC=C1)C#N